BrC1=NC(=C2C(=N1)N(N=C2)[C@H]2[C@@H]([C@@H]([C@H](O2)COC(CO)(CCO)P(O)(O)=O)O)O)NC2CCCC2 (2-(((2R,3S,4R,5R)-5-(6-bromo-4-(cyclopentylamino)-1H-pyrazolo[3,4-d]pyrimidin-1-yl)-3,4-dihydroxytetrahydrofuran-2-yl)methoxy)-1,4-dihydroxy-butan-2-yl)phosphonic acid